N-(2-chloro-3-((2,3-dihydroimidazo[1,2-c]quinazolin-9-yl)oxy)phenyl)-2-oxooxazolidine-3-sulfonamide ClC1=C(C=CC=C1OC1=CC=2C=3N(C=NC2C=C1)CCN3)NS(=O)(=O)N3C(OCC3)=O